N1C=C(C2=CC=CC=C12)CC(C)(C)NCC(COC1=C(C#N)C=CC=C1)O 2-(3-(1-(1H-indol-3-yl)-2-methylpropan-2-ylamino)-2-hydroxypropoxy)benzonitrile